1-(3,4-dimethoxyphenyl)-2-phenoxyethane-1-ol COC=1C=C(C=CC1OC)C(COC1=CC=CC=C1)O